2-acetamido-4-((17-amino-3,6,9,12,15-pentaoxaheptadecyl)amino)-N-(4-methyl-5-nitrothiazol-2-yl)benzamide C(C)(=O)NC1=C(C(=O)NC=2SC(=C(N2)C)[N+](=O)[O-])C=CC(=C1)NCCOCCOCCOCCOCCOCCN